tert-butyl (R)-4-(2-(3-(3-((4-bromo-2-methoxybenzyl)(cyclopropyl)carbamoyl) piperidin-1-yl)phenoxy)-2-methylpropanoyl)piperazine-1-carboxylate BrC1=CC(=C(CN(C(=O)[C@H]2CN(CCC2)C=2C=C(OC(C(=O)N3CCN(CC3)C(=O)OC(C)(C)C)(C)C)C=CC2)C2CC2)C=C1)OC